C[C@@H]1CN(C[C@@H](O1)C)C(=O)C=1C2=C(N(N1)CC(=O)N1CCC(CC1)C1=C(C(=CC=C1)F)C(F)(F)F)CCC2 2-{3-[(2R,6S)-2,6-Dimethylmorpholin-4-carbonyl]-5,6-dihydrocyclopenta[c]pyrazol-1(4H)-yl}-1-{4-[3-fluoro-2-(trifluoromethyl)phenyl]piperidin-1-yl}ethan-1-on